5-pyridin-2-yl-1H-pyrazol N1=C(C=CC=C1)C1=CC=NN1